[13CH]1([C@H](O)[C@@H](O)[C@H](O)[C@H](O1)CO)N([C@@H](CC[C@@H](O)CN)C(=O)O)C1[C@H](O)[C@@H](O)[C@@H](O)[C@H](O1)CO [13C]-glucosylgalactosylhydroxylysine